CN1CCN2N=CC(=C21)C(=O)N2CC1(C2)CC(C1)NC(=O)NC1=CC(=CC=C1)C(F)(F)F 1-(2-(1-methyl-2,3-dihydro-1H-imidazo[1,2-b]pyrazole-7-carbonyl)-2-azaspiro[3.3]heptan-6-yl)-3-(3-(trifluoromethyl)phenyl)urea